NC1=NC(=NN2C1=C(C=C2)C2=CC=C1C(=N2)N(N=N1)CC(F)F)N[C@H]1C(CN(CC1)C(C)=O)(F)F (R)-1-(4-((4-Amino-5-(3-(2,2-difluoroethyl)-3H-[1,2,3]triazolo[4,5-b]pyridin-5-yl)pyrrolo[2,1-f][1,2,4]triazin-2-yl)amino)-3,3-difluoropiperidin-1-yl)ethan-1-one